CN(C)CC1CN(C1)C(=O)C=1C=CC(=NC1)NC1=C2C(=NC(=C1)OC=1C(=CC(=NC1)C#N)C)N(C=N2)C 5-[7-[[5-[3-[(dimethylamino)methyl]azetidine-1-carbonyl]pyridin-2-yl]amino]-3-methylimidazo[4,5-b]pyridin-5-yl]oxy-4-methylpyridine-2-carbonitrile